(1S,3R,4S)-N-((S)-1-cyano-2-((S)-2-oxopiperidin-3-yl)ethyl)-2-((R)-3-cyclopropyl-2-((1-methyl-1H-pyrazol-4-yl)amino)propanoyl)-5,5-difluoro-2-azabicyclo[2.2.2]octane-3-carboxamide C(#N)[C@H](C[C@H]1C(NCCC1)=O)NC(=O)[C@@H]1N([C@@H]2CC([C@H]1CC2)(F)F)C([C@@H](CC2CC2)NC=2C=NN(C2)C)=O